C(C)OC(=O)C=1C(=C2C=CC(=NC2=C(N1)Br)OC1=CC=C(C=C1)Cl)O 2-(4-chlorophenoxy)-5-hydroxy-8-bromo-1,7-naphthyridine-6-carboxylic acid ethyl ester